mono-boc-amine C(=O)(OC(C)(C)C)N